CC(CC)(CCC(CC)C)OC(C)=O Acetic acid 3,6-dimethyl-3-octyl ester